3-(1,3-dioxolan-2-yl)-2-((4-methoxybenzyl)oxy)benzaldehyde O1C(OCC1)C=1C(=C(C=O)C=CC1)OCC1=CC=C(C=C1)OC